OC1=CC(=CC2=C1C[C@H]([C@H](O2)C2=CC(=C(C(=C2)O)O)O)OC(C2=CC(=C(C(=C2)O)O)O)=O)O 3,4,5-Trihydroxybenzoic acid (2R,3R)-3,4-dihydro-5,7-dihydroxy-2-(3,4,5-trihydroxyphenyl)-2H-1-benzopyran-3-yl ester